N-[1-[[(3-Amino-3-oxo-propyl)-(2-chloroacetyl)amino]carbamoyl]-3-methyl-butyl]-5-methyl-isoxazole-4-carboxamide NC(CCN(C(CCl)=O)NC(=O)C(CC(C)C)NC(=O)C=1C=NOC1C)=O